CNS(=O)(=O)CCNC(C1=CC=C(C=C1)C1=NC2=CC=C3C(=C2C=2CCCCC12)C=NN3)=O N-(2-(N-methylsulfamoyl)ethyl)-4-(8,9,10,11-tetrahydro-3H-pyrazolo[4,3-a]phenanthridin-7-yl)benzamide